(M)-4-((2S,6S)-2,6-dimethyl-4-(2-propenoyl)-1-piperazinyl)-6-fluoro-7-(2-fluoro-6-hydroxyphenyl)-1-(4-methyl-2-(2-propanyl)-3-pyridinyl)pyrido[2,3-d]pyrimidin-2(1H)-one C[C@@H]1N([C@H](CN(C1)C(C=C)=O)C)C=1C2=C(N(C(N1)=O)C=1C(=NC=CC1C)C(C)C)N=C(C(=C2)F)C2=C(C=CC=C2O)F